CC(C)CCCC(C)(C=C)O 6,7-dihydrolinalool